(R)-Ethyl 2,6-diisocyanatohexanoat N(=C=O)[C@@H](C(=O)OCC)CCCCN=C=O